2-hexyldecyl 6-(hexylamino)hexanoate 2-Hexyldecyl-6-(hexylamino)hexanoate C(CCCCC)C(COC(CCCCCNCCCCCC)=O)CCCCCCCC.C(CCCCC)NCCCCCC(=O)OCC(CCCCCCCC)CCCCCC